4-({2-[(4-{13-cyano-8-ethyl-4-fluoro-15-methyl-9-oxo-6,8,10-triazatricyclo[9.4.0.02,7]pentadeca-1(11),2(7),3,5,12,14-hexaen-10-yl}-3,5-difluorophenyl)amino]ethyl}amino)butanoic acid C(#N)C1=CC=2N(C(N(C=3N=CC(=CC3C2C(=C1)C)F)CC)=O)C1=C(C=C(C=C1F)NCCNCCCC(=O)O)F